N-(2-(4,5,6,7-tetrahydropyrazolo[1,5-a]pyrazin-7-yl)ethyl)isobutyramide N1=CC=C2N1C(CNC2)CCNC(C(C)C)=O